N-(2-pyridyl)pivaloyl-amide N1=C(C=CC=C1)[N-]C(C(C)(C)C)=O